ClC1=C(C(=O)C2(CCN(CC2)C(=O)OC(C)(C)C)C)C=C(C=N1)F tert-butyl 4-(2-chloro-5-fluoronicotinoyl)-4-methylpiperidine-1-carboxylate